BrC=1C=C2N(N1)[C@]1(CN([C@@H](C1)C(N)=O)C(=O)OC(C)(C)C)C(N2)=O t-butyl (3R,5'S)-6-bromo-5'-carbamoyl-2-oxo-1,2-dihydrospiro[imidazo[1,2-b]pyrazole-3,3'-pyrrolidine]-1'-carboxylate